1-(3-methylbenzyl)-9H-pyrido[2,3-b]indole CC=1C=C(CN2CC=CC3=C2NC2=CC=CC=C32)C=CC1